1-tert-butyl 2-methyl (4S)-4-methoxypyrrolidine-1,2-dicarboxylate CO[C@H]1CC(N(C1)C(=O)OC(C)(C)C)C(=O)OC